N=1N(N=CC1)C=1SC=CC1C(=O)N1C[C@@H](CC[C@H]1C)NC=1C(=C(C#N)C=CN1)OC 2-((3R,6R)-1-(2-(2H-1,2,3-triazol-2-yl)thiophene-3-carbonyl)-6-methylpiperidin-3-ylamino)-3-methoxyisonicotinonitrile